8'-chloro-5'-[4-fluoro-2-(1H-tetrazol-5-yl)phenoxyl]1'H-spiro[cyclohexane-1,4'-quinazolin]-2'(3'H)-one ClC=1C=CC(=C2C3(NC(NC12)=O)CCCCC3)OC3=C(C=C(C=C3)F)C3=NN=NN3